2-(2-(1-methyl-1H-pyrazol-4-yl)pyridin-4-yl)acetic acid CN1N=CC(=C1)C1=NC=CC(=C1)CC(=O)O